N-cyclopropyl-8-(4-(1-methoxycyclopropane-1-carbonyl)piperazin-1-yl)-3-(5-(trifluoromethyl)-1,3,4-thiadiazol-2-yl)imidazo[1,5-a]pyridine-6-sulfonamide C1(CC1)NS(=O)(=O)C=1C=C(C=2N(C1)C(=NC2)C=2SC(=NN2)C(F)(F)F)N2CCN(CC2)C(=O)C2(CC2)OC